β-cyanoethyl-bis(diisopropylamino)-methoxyphosphine C(#N)CCCOP(N(C(C)C)C(C)C)N(C(C)C)C(C)C